3-[[4-[(2-tert-butoxycarbonyl-3,4-dihydro-1H-2,7-naphthyridin-4-yl)oxy]-6-(2,6-dimethylphenyl)pyrimidin-2-yl]sulfamoyl]benzoic acid C(C)(C)(C)OC(=O)N1CC2=CN=CC=C2C(C1)OC1=NC(=NC(=C1)C1=C(C=CC=C1C)C)NS(=O)(=O)C=1C=C(C(=O)O)C=CC1